Cl.O=C1NC(CCC1NC=1C=CC(=NC1)C1CCN(CC1)CC(=O)O)=O 2-[4-[5-[(2,6-Dioxo-3-piperidyl)amino]-2-pyridyl]-1-piperidyl]acetic acid hydrochloride